di[p-(3-methacryloyloxy-2-hydroxypropoxy)phenyl]dimethylmethane C(C(=C)C)(=O)OCC(COC1=CC=C(C=C1)C(C)(C)C1=CC=C(C=C1)OCC(COC(C(=C)C)=O)O)O